F[C@@H]1[C@@H]([C@H]2CN[C@@H]1C2)OC2=NN=C(S2)C2=C(C=C(C=C2)N2C=NC=C2)O 2-(5-(((1R,4R,5R,6S)-6-fluoro-2-azabicyclo[2.2.1]heptan-5-yl)oxy)-1,3,4-thiadiazol-2-yl)-5-(1H-imidazol-1-yl)phenol